2-(1-(4-Amino-3-(3-fluoro-4-methoxyphenyl)-1H-pyrazolo[3,4-d]pyrimidin-1-yl)ethyl)-3-(3-Fluorophenyl)-4H-chromen-4-one NC1=C2C(=NC=N1)N(N=C2C2=CC(=C(C=C2)OC)F)C(C)C=2OC1=CC=CC=C1C(C2C2=CC(=CC=C2)F)=O